3-(5-(3-Aminophenyl)isoxazol-3-yl)-3-hydroxy-1-methylpyrrolidin NC=1C=C(C=CC1)C1=CC(=NO1)C1(CN(CC1)C)O